C(C(=C)C)(=O)Cl Methacryloylchlorid